CC1=NC(=NO1)C1=CC=C2C=CN=C(C2=C1)NCCC(=O)NC1=CC=2C(=NC=CC2N1C)OCCC 3-((7-(5-Methyl-1,2,4-oxadiazol-3-yl)isoquinolin-1-yl)amino)-N-(1-methyl-4-propoxy-1H-pyrrolo[3,2-c]pyridin-2-yl)propanamide